FC=1C(=C(OC2=NC3=CC=CC=C3C=C2C=2NC3=CC=NC(=C3C(C2)=O)C)C=CC1F)C 2-[2-(3,4-difluoro-2-methyl-phenoxy)-3-quinolyl]-5-methyl-1H-1,6-naphthyridin-4-one